ClC=1C=C(C=CC1F)C1=NC=CC=C1C=1C=CC=2N=CN=C(C2N1)N 6-(2-(3-Chloro-4-fluorophenyl)pyridin-3-yl)pyrido[3,2-d]pyrimidin-4-amine